C(C)(C)(C)OC(=O)N1CC(C1)CN1N=C(C2=CC(=CC=C12)Br)CO 3-((5-bromo-3-(hydroxymethyl)-1H-indazol-1-yl)methyl)azetidine-1-carboxylic acid tert-butyl ester